N1N=CC(=C1)C1=CC=C(C=C1)N1CC2C(C2C1)CN1C(CCC1)=O 1-((3-(4-(1H-pyrazol-4-yl)phenyl)-3-azabicyclo[3.1.0]hexan-6-yl)methyl)pyrrolidin-2-one